FC(C1=CC=2CC3N(CCNC3)C2N=C1)(F)F 3-(trifluoromethyl)-5,5a,6,7,8,9-hexahydropyrido[3',2':4,5]pyrrolo[1,2-a]pyrazine